3-(4-(4,4,5,5-tetramethyl-1,3,2-dioxaborolan-2-yl)-1H-pyrazol-1-yl)butan-2-one CC1(OB(OC1(C)C)C=1C=NN(C1)C(C(C)=O)C)C